(3-(4,4-bis(methoxymethyl)-cyclohexyl)-2-((methyl(2-(methylamino)ethyl)amino)-methyl)-6,7-dihydropyrazolo-[1,5-a]pyrazin-5(4H)-yl)-(oxetan-3-yl)methanone COCC1(CCC(CC1)C=1C(=NN2C1CN(CC2)C(=O)C2COC2)CN(CCNC)C)COC